(S)-N-[(1S)-1-[3-fluoro-4-(trifluoromethyl)phenyl]ethyl]-2-methylpropane-2-sulphinamide FC=1C=C(C=CC1C(F)(F)F)[C@H](C)N[S@@](=O)C(C)(C)C